N-(2-amino-2-oxo-ethyl)carbamic acid tert-butyl ester C(C)(C)(C)OC(NCC(=O)N)=O